2-(imidazolidinylidene)(dichlorobenzylidene)(tricyclohexylphosphine) ruthenium [Ru].N1C(NCC1)=C1C(C(Cl)=C2C(CCCC2)P(C2CCCCC2)C2CCCCC2)C=CC=C1Cl